C(CCC)(=O)OC1=CC=C(C=C1)N=[N+]=[N-] 1-(p-azidophenyl) butanoate